C(C)(=O)N1CC2(CN(C2)C(=O)OCCCC)C1 butyl 6-acetyl-2,6-diazaspiro[3.3]heptane-2-carboxylate